2-[3-[(2S,5R)-4-tert-butoxycarbonyl-2,5-dimethyl-piperazin-1-yl]isoxazol-5-yl]-3-methyl-butanoic acid C(C)(C)(C)OC(=O)N1C[C@@H](N(C[C@H]1C)C1=NOC(=C1)C(C(=O)O)C(C)C)C